1,5-Diamino-3-Oxapentane NCCOCCN